2-phenyl-4,5-dihydro-oxazol-4-yl palmitate C(CCCCCCCCCCCCCCC)(=O)OC1N=C(OC1)C1=CC=CC=C1